[Ca].[Ta] tantalum-calcium